tert-butyl ((1-(7-(pyridin-3-yl)-7H-pyrrolo[2,3-d]pyrimidin-4-yl)piperidin-4-yl)methyl)carbamate N1=CC(=CC=C1)N1C=CC2=C1N=CN=C2N2CCC(CC2)CNC(OC(C)(C)C)=O